C(C)(C)(C)OC(=O)N1CCC(CC1)(C#N)CC1=CC(=NC=C1Br)C 4-[(5-bromo-2-methyl-4-pyridinyl)methyl]-4-cyano-piperidine-1-carboxylic acid tert-butyl ester